C1(=C(C=CC=C1)/C=C/C=1C=C2CCN(C2=CC1)C=O)C [5-[(E)-2-(o-tolyl)vinyl]indolin-1-yl]methanone